C(C)(C)(C)OC(=O)N1[C@@H](C[C@H](C1)OCC1=CC(=CC=C1)O)C(N(C)C)=S.OC=1C=C(C=CC1)CO[C@@H]1C[C@H](NC1)C(N(C)C)=S (2S,4R)-4-[(3-hydroxyphenyl)methoxy]-N,N-dimethylpyrrolidine-2-carbothioamide Tert-butyl-(2S,4R)-2-(dimethylcarbamothioyl)-4-[(3-hydroxyphenyl)methoxy]pyrrolidine-1-carboxylate